(±)-5-Benzyl-N-(8-((5,6-dihydro-[1,2,4]triazolo[1,5-a]pyrazin-7(8H)-yl)methyl)-1-methyl-2-oxo-2,3,4,5-tetrahydro-1H-benzo[b]azepin-3-yl)-1H-1,2,4-triazole-3-carboxamide C(C1=CC=CC=C1)C1=NC(=NN1)C(=O)N[C@@H]1CCC2=C(N(C1=O)C)C=C(C=C2)CN2CC=1N(CC2)N=CN1 |r|